1-(2-hydroxyphenyl)-4-[2-nitrophenyl]-1,2,3,6-tetrahydropyrimidine-2-one OC1=C(C=CC=C1)N1C(NC(=CC1)C1=C(C=CC=C1)[N+](=O)[O-])=O